Tert-butyl 2-{[(2s,5r)-2-(tert-butoxycarbonyl)-5-vinylpyrrolidin-1-yl] carbonyl}-3-vinylpiperidine-carboxylate C(C)(C)(C)OC(=O)[C@H]1N([C@H](CC1)C=C)C(=O)C1N(CCCC1C=C)C(=O)OC(C)(C)C